N=1N=CN2C1CN(CC2)C(CNC2=C(C#N)C(=CC(=N2)C(F)(F)F)C(F)(F)F)=O 2-((2-(5,6-dihydro-[1,2,4]triazolo[4,3-a]pyrazin-7(8H)-yl)-2-oxoethyl)amino)-4,6-bis(trifluoromethyl)nicotinonitrile